5-chloro-2-naphthalenealdehyde ClC1=C2C=CC(=CC2=CC=C1)C=O